COC=1C=C(C=CC1OC)C1C2=C(C(N1CCCN(C)C)=O)OC=1C=CC(=CC1C2=O)C(F)(F)F 1-(3,4-Dimethoxyphenyl)-2-(3-(dimethylamino)propyl)-7-(trifluoromethyl)-1,2-dihydrochromeno[2,3-c]pyrrole-3,9-dione